O=C1NC(CCC1C1=NN(C2=CC(=CC=C12)N1C[C@H](N(CC1)C(=O)OC(C)(C)C)C)C)=O tert-butyl (2R)-4-(3-(2,6-dioxopiperidin-3-yl)-1-methyl-1H-indazol-6-yl)-2-methylpiperazine-1-carboxylate